ClC1=C2C(=NC=C1)NC(=C2)C2=C(C(=CC(=C2)F)F)F 4-chloro-2-(2,3,5-trifluorophenyl)-1H-pyrrolo[2,3-b]pyridine